CN1N=C(C2=C1C(N(CC2)CC2(CC2)S(=O)(=O)C(C)(C=C)C)=O)C(=O)OCC ethyl 1-methyl-6-((1-((2-methylbut-3-en-2-yl)sulfonyl)cyclopropyl)methyl)-7-oxo-4,5,6,7-tetrahydro-1H-pyrazolo[3,4-c]pyridine-3-carboxylate